C1(CC1)S(=O)(=O)NC=1SC=C(N1)[C@H](C(=O)NC1=CC=C(C=C1)C=1C=NC=CC1)CC (R)-2-(2-(cyclopropanesulfonylamino)thiazol-4-yl)-N-(4-(pyridin-3-yl)phenyl)butanamide